(methacryloxymethyl)-methyldimethoxysilane C(C(=C)C)(=O)OC[Si](OC)(OC)C